C(C1=CC=CC=C1)OC(=O)C=1C(=C2C(=NC=NN2C1)N1CC1)C 5-methyl-4-(1-aziridinyl)pyrrolo[2,1-f][1,2,4]triazine-6-carboxylic acid benzyl ester